O1C(CC=C1)=O (R)-furanone